(S)-1-(2-(tributylstannyl)-6-(4-(trifluoromethyl)phenyl)pyrimidin-4-yl)pyrrolidin-3-ol C(CCC)[Sn](C1=NC(=CC(=N1)N1C[C@H](CC1)O)C1=CC=C(C=C1)C(F)(F)F)(CCCC)CCCC